C(C)(C)(C)OC(=O)N1C[C@H](CCC1)NC1=NC=CC(=N1)C=1C(=NC=CC1)OC1=C(C(=C(C=C1)N)F)F.N(C(=O)N)CCC=C(C(=O)N)C ureidoethyl-methacrylamide tert-butyl-(3S)-3-((4-(2-(4-amino-2,3-difluoro-phenoxy)-3-pyridyl)pyrimidin-2-yl)amino)piperidine-1-carboxylate